1-(6-(dimethylamino)pyridin-3-yl)-1H-imidazo[4,5-c]pyridin-2(3H)-one CN(C1=CC=C(C=N1)N1C(NC=2C=NC=CC21)=O)C